C(C1=CC=CC=C1)N(CCCP(O)(O)=O)CC1=CC=CC=C1 3-(Dibenzylamino)propyl-phosphonic acid